(2S,3R,5S)-N-(3-carbamoyl-4-fluoro-phenyl)-3-(3,4-difluoro-2-methoxy-phenyl)-5-methyl-5-(trifluoromethyl)tetrahydrofuran-2-carboxamide C(N)(=O)C=1C=C(C=CC1F)NC(=O)[C@H]1O[C@@](C[C@@H]1C1=C(C(=C(C=C1)F)F)OC)(C(F)(F)F)C